bromoquinazolin BrC1=NC2=CC=CC=C2C=N1